4-((2S,5R)-4-((4-bromophenyl)(3,3-difluorocyclobutyl)methyl)-2,5-dimethylpiperazin-1-yl)-1-(((S)-tetrahydrofuran-2-yl)methyl)-1H-[1,2,4]triazolo[3,4-b]purine BrC1=CC=C(C=C1)C(N1C[C@@H](N(C[C@H]1C)C=1C=2N=CN(C2N2C(N1)=NN=C2)C[C@H]2OCCC2)C)C2CC(C2)(F)F